4-fluoro-N'-(3-formyl-4-hydroxy-5-methoxyphenyl)benzohydrazide FC1=CC=C(C(=O)NNC2=CC(=C(C(=C2)OC)O)C=O)C=C1